C(C)C(COC(CCS)=O)CCCC 3-mercapto-propionic acid 2-ethylhexyl ester